ClC1=CC2=C(N=CN=C2N)C(=N1)C1=C(C(=CC=C1C)OC)C 6-chloro-8-(3-methoxy-2,6-dimethylphenyl)pyrido[3,4-d]pyrimidin-4-amine